COCOC1=C(C=CC=C1)C1=CC=CC=C1 2-(methoxymethyloxy)-1,1'-biphenyl